2-((5S)-2-(5-fluoro-4-methyl-3-oxo-3,4-dihydro-spiro[benzo[b][1,4]oxazin-2,1'-cyclopropan]-7-yl)-5-methylpiperidin-1-yl)-2-oxoacetic acid FC1=CC(=CC=2OC3(CC3)C(N(C21)C)=O)C2N(C[C@H](CC2)C)C(C(=O)O)=O